2-(2-(4-Methylpiperazin-1-yl)-5-((7-((tetrahydrofuran-2-yl)methyl)-7H-pyrrolo[2,3-d]pyrimidin-2-yl)amino)phenoxy)ethan-1-ol CN1CCN(CC1)C1=C(OCCO)C=C(C=C1)NC=1N=CC2=C(N1)N(C=C2)CC2OCCC2